ClC=1C(=CC=2C3=C(C(N(C2C1)CCC(=O)O)=O)CN([C@H]3C)C(COC)=O)OC (S)-3-(7-chloro-8-methoxy-2-(2-methoxyacetyl)-1-methyl-4-oxo-1,2,3,4-tetrahydro-5H-pyrrolo[3,4-c]quinolin-5-yl)propanoic acid